DIGLYCIDYL PHTHALATE C(C=1C(C(=O)OCC2CO2)=CC=CC1)(=O)OCC1CO1